C(#N)C1=NC2=CC(=CC(=C2N=C1C1=CC(=CC=C1)C(C)(C)C#N)[C@@H](C)NC1=C(C(=O)O)C=CC=C1)C (R)-2-((1-(2-cyano-3-(3-(2-cyanopropan-2-yl)phenyl)-7-methylquinoxalin-5-yl)ethyl)amino)benzoic acid